O=C1NC2(C1)CN(CCCC2)C(=O)OCC2=CC=CC=C2 benzyl 2-oxo-1,6-diazaspiro[3.6]decane-6-carboxylate